(Trimethylsilylethynyl)-Fmoc-N-hydroxysuccinimide C[Si](C)(C)C#CC1(C(=O)N(C(C1)=O)O)C(=O)OCC1C2=CC=CC=C2C2=CC=CC=C12